2-hydroxy-5-((1-hydroxy-3-phenylpropan-2-yl)oxy)cyclohepta-2,4,6-trien-1-one OC=1C(C=CC(=CC1)OC(CO)CC1=CC=CC=C1)=O